C(C)(C)(C)C1=CC(=NO1)NC(=O)NC=1C=C2C(=CN1)NC(=C2)C(=O)C=2OC1=C(C2)C=C(C=C1)O 1-(5-(tert-Butyl)isoxazol-3-yl)-3-(2-(5-hydroxybenzofuran-2-carbonyl)-1H-pyrrolo[2,3-c]pyridin-5-yl)urea